[Na].[Sn].[In].[Ga] gallium indium tin sodium salt